N-vinyl-δ-valerolactam C(=C)N1C(CCCC1)=O